P(SCCCCCCCCCCCC)(SCCCCCCCCCCCC)OCCCCCCCCCCCC trilauryl dithiophosphite